2-[[2-[3-[(4R)-2-Oxooxazolidin-4-yl]propanoyl]-2,6-diazaspiro[3.3]heptan-6-yl]methyl]benzene-sulfonamide O=C1OC[C@H](N1)CCC(=O)N1CC2(C1)CN(C2)CC2=C(C=CC=C2)S(=O)(=O)N